3-(1H-1,2,3-triazol-4-ylcarbonyl)-3,8-diazabicyclo[3.2.1]octane-8-carboxylic acid tert-butyl ester C(C)(C)(C)OC(=O)N1C2CN(CC1CC2)C(=O)C=2N=NNC2